(2E)-3-[1,4-dimethyl-7-(trifluoromethyl)-1H-benzotriazol-5-yl]prop-2-enoic acid ethyl ester C(C)OC(\C=C\C1=C(C2=C(N(N=N2)C)C(=C1)C(F)(F)F)C)=O